(3R,5S)-1-propen C=CC